CC(CCC(C(C(C(=O)[O-])(CCC(C)C)CCC(C)C)(O)C(=O)[O-])C(=O)[O-])C Tri-(3-methyl-1-butyl)citrat